N-[9-[(2R,3R,4S,5R)-5-[[Bis(4-methoxyphenyl)-phenyl-meth-oxy]methyl]-3,4-dihydroxy-tetrahydrofuran-2-yl]-6-oxo-1H-purin-2-yl]-2-methyl-propan-amide COC1=CC=C(C=C1)C(OC[C@@H]1[C@H]([C@H]([C@@H](O1)N1C=2N=C(NC(C2N=C1)=O)NC(C(C)C)=O)O)O)(C1=CC=CC=C1)C1=CC=C(C=C1)OC